(S)-1-[2-(6-Ethynylbenzo[d]isoxazol-3-yl)phenyl]-2-(pyridine-2-yl)ethan-1-amine C(#C)C1=CC2=C(C(=NO2)C2=C(C=CC=C2)[C@H](CC2=NC=CC=C2)N)C=C1